CCCCCCCCC=CCC=CC 9,12-Tetradecadien